(R)-3-(2,4-dichloro-6,7-dihydro-8H-pyrimido[5,4-b][1,4]oxazin-8-yl)butan-1-ol ClC=1N=C(C=2OCCN(C2N1)[C@@H](CCO)C)Cl